1-(oxetan-2-yl)benzo[d]imidazole-6-carboxylic acid O1C(CC1)N1C=NC2=C1C=C(C=C2)C(=O)O